2-benzoyl-6,7,8-trimethoxyquinazolin-4(3H)-one C(C1=CC=CC=C1)(=O)C1=NC2=C(C(=C(C=C2C(N1)=O)OC)OC)OC